C(#N)C1CC(C1)N1C=C(C=2C1=CN=C(C2)NC(C)=O)C2=CC(=C1C(=N2)C2(OCC1)COCC2)OC2COC2 N-(1-((1s,3s)-3-cyanocyclobutyl)-3-(4'-(oxetan-3-yloxy)-4,5,5',6'-tetrahydro-2H-spiro[furan-3,8'-pyrano[3,4-b]pyridin]-2'-yl)-1H-pyrrolo[2,3-c]pyridin-5-yl)acetamide